1,2,5-oxadiazepane-2-carboxylic acid-2-methylpropan-2-yl ester CC(C)(C)OC(=O)N1OCCNCC1